C(C)OC(=O)N1CC=CC1Cl 5-chloro-3-pyrroline-1-carboxylic acid ethyl ester